(Z)-11-tetradecen-yl acetate C(C)(=O)OCCCCCCCCCC\C=C/CC